(4-chlorophenyl)(2,5-dioxoimidazolidin-1-yl)acetic acid ClC1=CC=C(C=C1)C(C(=O)O)N1C(NCC1=O)=O